2-[(4-{[(dimethylcarbamoyl)amino]methyl}-1H-1,3-benzodiazol-2-yl)amino]-2-[3-(trifluoromethyl)phenyl]propyl 2,2-dimethylpropanoate CC(C(=O)OCC(C)(C1=CC(=CC=C1)C(F)(F)F)NC1=NC2=C(N1)C=CC=C2CNC(N(C)C)=O)(C)C